C(CCCCCCCCC(=O)O)CCCCCCCCO The molecule is an omega-hydroxy-long-chain fatty acid that is octadecanoic (stearic) acid in which one of the hydrogens of the terminal methyl group has been replaced by a hydroxy group. It has a role as an apoptosis inducer. It is a hydroxyoctadecanoic acid and an omega-hydroxy-long-chain fatty acid. It is a conjugate acid of a 18-hydroxyoctadecanoate.